(3-Chloro-4-fluorophenyl)-1-((5-(difluoromethyl)-1H-pyrazol-3-yl)methyl)-1-(6-methoxypyridazin-3-yl)urea ClC=1C=C(C=CC1F)NC(N(C=1N=NC(=CC1)OC)CC1=NNC(=C1)C(F)F)=O